COC1=CC=NC=C1C(=O)NC1=NC(=CC=C1)C=1N2C(=NN1)CC[C@@H]2C (S)-4-methoxy-N-(6-(5-methyl-6,7-dihydro-5H-pyrrolo[2,1-c][1,2,4]triazol-3-yl)pyridin-2-yl)nicotinamide